(S)- and (R)-4-(2-((2-(6-(1H-imidazol-1-yl)-1H-indol-3-yl)-2-oxo-1-phenylethyl)amino)ethyl)benzenesulfonamide N1(C=NC=C1)C1=CC=C2C(=CNC2=C1)C([C@H](C1=CC=CC=C1)NCCC1=CC=C(C=C1)S(=O)(=O)N)=O |r|